C1(CC1)C(C1=CC=C(C=C1)S(=O)(=O)NC1=C(C(=CC=C1)F)N1CCC(CC1)CN1C[C@H](O[C@H](C1)C)C)(F)F 4-(cyclopropyldifluoromethyl)-N-[2-(4-{[(2R,6S)-2,6-dimethylmorpholin-4-yl]methyl}piperidin-1-yl)-3-fluorophenyl]benzene-1-sulfonamide